5-(chloromethyl)-1-methyl-4-(methylsulfanyl)imidazole tert-butyl-(4-(((2S*,4R*)-2-methyl-1-propionyl-1,2,3,4-tetrahydroquinolin-4-yl)amino)cyclohexyl)carbamate C(C)(C)(C)N(C(O)=O)C1CCC(CC1)N[C@@H]1C[C@@H](N(C2=CC=CC=C12)C(CC)=O)C.ClCC1=C(N=CN1C)SC |o1:15,17|